C1C(O1)C(C)(S(=O)(=O)O)N(CC)CC (2-epoxyethyl)diethylaminoethanesulfonic acid